[Cl-].[Cl-].C[SiH](C)C=1C(=C(C(=C2C(=C(C(C12)[Zr+2]C1C(=C(C2=C(C(=C(C(=C12)[SiH](C)C)C)C)C1=CC=CC=C1)C1C(=CC2=C(C(=CC=C12)C)C1=CC=CC=C1)C=1OC(=CC1)C)C=1OC(=CC1)C)C=1OC(=CC1)C)C1C(=CC2=C(C(=CC=C12)C)C1=CC=CC=C1)C=1OC(=CC1)C)C1=CC=CC=C1)C)C Bis[dimethylsilyl-{2-(5-methyl-2-furyl)-4-phenyl-5-methyl-1-indenyl}{2-(5-methyl-2-furyl)-4-phenyl-5,6-dimethyl-1-indenyl}]zirconium dichloride